N1=CC(=CC=C1)B(O)O 3-pyridinyl-boronic acid